CN1C(N(C2=C1C=CC=C2)C)C2=CC=C(N(C)C)C=C2 4-(2,3-dihydro-1,3-dimethyl-1H-benzimidazole-2-yl)-N,N-dimethylaniline